(R)-5-(2-(1-cyclopropyl-2-hydroxy-2-methylpropyl)-3-oxoisoindolin-4-yl)-1-methylindolin-2-one C1(CC1)[C@H](C(C)(C)O)N1CC2=CC=CC(=C2C1=O)C=1C=C2CC(N(C2=CC1)C)=O